Methyl N-(4-bromo-2-nitrobenzyl)-N-methylglycinate BrC1=CC(=C(CN(CC(=O)OC)C)C=C1)[N+](=O)[O-]